(3-(pyridin-2-yl)phenyl)boronic acid N1=C(C=CC=C1)C=1C=C(C=CC1)B(O)O